3-(3-pyridin-4-ylphenyl)-3-[4-(7H-pyrrolo[2,3-d]pyrimidin-4-yl)-1H-pyrazol-1-yl]propanenitrile N1=CC=C(C=C1)C=1C=C(C=CC1)C(CC#N)N1N=CC(=C1)C=1C2=C(N=CN1)NC=C2